tert-butyl 3-((1-(6-((tert-butoxycarbonyl)amino)hexan-2-yl)-7-(1-(difluoromethyl)-1H-imidazol-2-yl)-1H-benzo[d]imidazol-2-yl)carbamoyl)benzoate C(C)(C)(C)OC(=O)NCCCCC(C)N1C(=NC2=C1C(=CC=C2)C=2N(C=CN2)C(F)F)NC(=O)C=2C=C(C(=O)OC(C)(C)C)C=CC2